FC(C1=C(C=C2CCCN(C2=C1)C=1C=C2C(=CNC2=C(C1)C(C)C)C(=O)O)C=1C=NC(=CC1)C(=O)OC)F 5-(7-(Difluoromethyl)-6-(6-(methoxycarbonyl)pyridin-3-yl)-3,4-dihydroquinolin-1(2H)-yl)-7-isopropyl-1H-indole-3-carboxylic acid